[Sb].[C].[Si] silicon carbon antimony